1-(3,9-dihydroxy-6H-benzofuro[3,2-c]chromen-8-yl)ethan-1-one OC1=CC=C2C3=C(COC2=C1)C1=C(O3)C=C(C(=C1)C(C)=O)O